FC1(C=2N(CCC1)N(CC2)C=2C=1N(C=C(N2)C=2C=NN(C2)C)N=CC1)CS(=O)(=O)O (4-fluoro-1-(6-(1-methyl-1H-pyrazol-4-yl)pyrazolo[1,5-a]pyrazin-4-yl)pyrazolo[1,5-a]piperidin-4-yl)methanesulfonic acid